FC=1C(=C(C=C(C1)F)C1CCN(CC1)C(=O)C1=NNC=2CN(CCC21)C(C)=O)C(F)(F)F 1-(3-(4-(3,5-difluoro-2-(trifluoromethyl)phenyl)piperidine-1-carbonyl)-4,5-dihydro-1H-pyrazolo[3,4-c]pyridin-6(7H)-yl)ethanone